CC1=CC=C(CN2CC(CC2)CNC(=O)C2CCN(CC2)C(=O)OC(C)(C)C)C=C1 tert-butyl 4-(((1-(4-methylbenzyl)pyrrolidin-3-yl)methyl)carbamoyl)piperidine-1-carboxylate